(S)-2-Chloro-5-fluoro-6-((1-methyl-2-oxo-3-((2-oxooxazolidin-5-yl)methyl)-2,3-dihydro-1H-benzo[d]imidazol-5-yl)amino)nicotinonitrile ClC1=C(C#N)C=C(C(=N1)NC1=CC2=C(N(C(N2C[C@@H]2CNC(O2)=O)=O)C)C=C1)F